7-(benzyloxy)-2-chloro-N-(furan-2-ylmethyl)-6-methoxyquinazolin-4-amine C(C1=CC=CC=C1)OC1=C(C=C2C(=NC(=NC2=C1)Cl)NCC=1OC=CC1)OC